(P)-Piperidine N1CCCCC1